octadecyl-aminooxamide C(CCCCCCCCCCCCCCCCC)N(C(=O)C(=O)N)N